7-((tert-butoxycarbonyl)(3-(2-chloroacrylamido)benzyl)amino)-3-isopropylpyrazolo[1,5-a]pyrimidine C(C)(C)(C)OC(=O)N(C1=CC=NC=2N1N=CC2C(C)C)CC2=CC(=CC=C2)NC(C(=C)Cl)=O